C(C=1C(C(=O)O)=CC(C(=O)O)=CC1)(=O)OC(C(=C)C)=O methacrylic acid-trimellitic anhydride